CN1N=C(N=N1)C=1C=C(C=NC1OC1=CC=C(C=C1)C(F)(F)F)C(=O)OC methyl 5-(2-methyltetrazol-5-yl)-6-[4-(trifluoromethyl)phenoxy]pyridine-3-carboxylate